tert-butyl (1r,5s,6s)-6-[[4-[[1-[2-(2,6-dioxo-3-piperidyl)-1,3-dioxo-isoindolin-5-yl]-4-piperidyl]methyl]piperazin-1-yl]methyl]-3-azabicyclo[3.1.0]hexane-3-carboxylate O=C1NC(CCC1N1C(C2=CC=C(C=C2C1=O)N1CCC(CC1)CN1CCN(CC1)CC1[C@@H]2CN(C[C@H]12)C(=O)OC(C)(C)C)=O)=O